Tert-butyl 4-ethynyl-2-(2-hydroxyethoxy)benzylcarbamate C(#C)C1=CC(=C(CNC(OC(C)(C)C)=O)C=C1)OCCO